3-[(5S)-5-(3,5-difluorophenyl)-3-oxo-6,7-dihydro-3H-pyrrolo[2,1-c][1,2,4]triazol-2(5H)-yl]-N-[(thiophen-2-yl)methyl]bicyclo[1.1.1]pentane-1-carboxamide FC=1C=C(C=C(C1)F)[C@@H]1CCC2=NN(C(N21)=O)C21CC(C2)(C1)C(=O)NCC=1SC=CC1